dimethyl (S)-4-((1,4-dioxa-8-azaspiro[4.5]decan-7-yl)methoxy)-5-bromophthalate O1CCOC12C[C@H](NCC2)COC=2C=C(C(C(=O)OC)=CC2Br)C(=O)OC